C(C)(C)(C)C=1C=C(C=C(C1O)C(C)(C)C)CC#COCCN1C(CC(CC1(C)C)OC#CCC1=CC(=C(C(=C1)C(C)(C)C)O)C(C)(C)C)(C)C 1-[2-[3-(3,5-di-tert-butyl-4-hydroxyphenyl)propynyloxy]ethyl]-4-[3-(3,5-di-tert-butyl-4-hydroxyphenyl)propynyloxy]-2,2,6,6-tetramethylpiperidine